FC1(CC=C(CC1)C1=C(C(=NC=C1F)C1=C(C=CC(=C1)F)F)[N+](=O)[O-])F 4-(4,4-difluorocyclohex-1-en-1-yl)-2-(2,5-difluorophenyl)-5-fluoro-3-nitropyridine